BrC1=NC=2C=C(C=CC2C2=C1C=NN2C)CN(C(=O)C=2C=NC(=NC2)C2CC2)C=2C(=NC=CC2)S(=O)(=O)C N-({4-bromo-1-methyl-1H-pyrazolo[4,3-c]quinolin-7-yl}methyl)-2-cyclopropyl-N-(2-methanesulfonylpyridin-3-yl)pyrimidine-5-carboxamide